6-(2-chlorophenyl)-2-({4-[2-(trifluoromethyl)pyrrolidin-1-yl]phenyl}amino)imidazo[1,2-a]pyrimido[5,4-e]pyrimidin-5(6H)-one ClC1=C(C=CC=C1)N1C=2N(C3=C(C1=O)C=NC(=N3)NC3=CC=C(C=C3)N3C(CCC3)C(F)(F)F)C=CN2